[Na+].N[C@@H](CCC(N)=O)C(=O)[O-].[Na+].N[C@@H](CCC(N)=O)C(=O)[O-] sodium L-glutamine sodium salt